4-[1-[5-(2,4-dioxo-1H-pyrimidin-5-yl)-1-methyl-pyrazolo[3,4-c]pyridazin-3-yl]oxyethyl]benzonitrile O=C1NC=C(C(N1)=O)C=1C=C2C(=NN1)N(N=C2OC(C)C2=CC=C(C#N)C=C2)C